titanium chloride, chloride salt [Cl-].[Cl-].[Ti+2]